8-methoxy-6-(3-(4,4,5,5-tetramethyl-1,3,2-dioxaborolan-2-yl)-4-(2,2,2-trifluoroethyl)-1-((2-(trimethylsilyl)ethoxy)methyl)-1H-pyrazol-5-yl)-[1,2,4]triazolo[1,5-a]pyridine COC=1C=2N(C=C(C1)C1=C(C(=NN1COCC[Si](C)(C)C)B1OC(C(O1)(C)C)(C)C)CC(F)(F)F)N=CN2